OC(CNC(C1=NC=C(C=C1)C1=CC2=NC=CC(=C2O1)C1=CC(=CC=C1)C(=O)N1CCOCC1)=O)(C)C N-(2-hydroxy-2-methylpropyl)-5-(7-(3-(morpholine-4-carbonyl)phenyl)furo[3,2-b]pyridin-2-yl)picolinamide